ClC1=NC(=C2N(C=NC2=N1)CC#C)Cl 2,6-dichloro-7-(prop-2-yn-1-yl)-7H-purine